N-(5-((6-((R)-3-(3-chlorophenyl)isoxazolidine-2-yl)pyrimidine-4-yl)amino)-4-methoxy-2-morpholinophenyl)acrylamide ClC=1C=C(C=CC1)[C@@H]1N(OCC1)C1=CC(=NC=N1)NC=1C(=CC(=C(C1)NC(C=C)=O)N1CCOCC1)OC